5-Fluoro-N-(5-((4-methylpiperazin-1-yl)methyl)pyridin-2-yl)-4-(quinolin-6-yl)pyrimidin-2-amine FC=1C(=NC(=NC1)NC1=NC=C(C=C1)CN1CCN(CC1)C)C=1C=C2C=CC=NC2=CC1